C(CCCCCCCCCCCCCCCCCCCC)(=O)OCC(OC(CCCCCCCCCCCCCCCCCC)=O)COP(=O)([O-])OCC[N+](C)(C)C 1-heneicosanoyl-2-nonadecanoyl-glycero-3-phosphocholine